CS(=O)(=O)O[C@H]1CC[C@@]2(C3CC[C@@]4(C(=CCC4C3CC=C2C1)C=1C=NC=CC1)C)C (3S,10R,13S)-10,13-dimethyl-17-(pyridin-3-yl)-2,3,4,7,8,9,10,11,12,13,14,15-dodecahydro-1H-cyclopenta[a]phenanthren-3-yl methanesulfonate